O1CCN(CC1)C1=C(C=C2CN(C(C2=C1)=O)[C@@H]1COCC1)NC(=O)C=1C=NN2C1N=CC=C2 (S)-N-(6-morpholino-1-oxo-2-(tetrahydrofuran-3-yl)isoindolin-5-yl)pyrazolo[1,5-a]pyrimidine-3-carboxamide